2-cyclopropyl-7-(4-(2,2-difluoroethoxy)-5-(1-(2-hydroxyethyl)piperidin-4-yl)-1H-benzo[d]imidazol-2-yl)-6-methoxy-1H-pyrrolo[3,2-c]pyridine-3-carbonitrile C1(CC1)C1=C(C=2C=NC(=C(C2N1)C1=NC2=C(N1)C=CC(=C2OCC(F)F)C2CCN(CC2)CCO)OC)C#N